5-{4-[dimethoxy-(4-phenylthiophenyl)methyl]Phenyl}dibenzothiophenium nonafluorobutanesulfonate FC(C(C(C(S(=O)(=O)[O-])(F)F)(F)F)(F)F)(F)F.COC(C1=CC=C(C=C1)[S+]1C2=C(C3=C1C=CC=C3)C=CC=C2)(C2=CC=C(C=C2)SC2=CC=CC=C2)OC